[Sn].CN methylamine tin